ClC1=C(C(=CC=C1)Cl)N1N=C(C(=C1)NC1=NC=C(C=C1)C(=O)N1C[C@H](CC1)F)C(=O)N (S)-1-(2,6-dichlorophenyl)-4-((5-(3-fluoropyrrolidine-1-carbonyl)pyridin-2-yl)amino)-1H-pyrazole-3-carboxamide